C(#N)[C@H](CC1=CC=C(C=C1)C=1C=CC2=C(N(C(O2)=O)C)C1)NC(=O)[C@H]1OCC(CNC1)SC (2S)-N-[(1S)-1-cyano-2-[4-(3-methyl-2-oxo-1,3-benzoxazol-5-yl)phenyl]ethyl]-6-(methylsulfanyl)-1,4-oxazepane-2-carboxamide